6-(2-hydroxy-2-methylpropoxy)-4-(1',2',3',6'-tetrahydro-[2,4'-bipyridin]-5-yl)pyrazolo[1,5-a]pyridin OC(COC=1C=C(C=2N(C1)N=CC2)C=2C=CC(=NC2)C=2CCNCC2)(C)C